2,3-dichloro-4-aminophenol ClC1=C(C=CC(=C1Cl)N)O